tert-butyl (3S,4R)-4-(2-(5-cyclopropyl-4-fluoro-3,3-dimethyl-2-oxoindolin-1-yl)acetamido)-3-methylpentanoate C1(CC1)C=1C(=C2C(C(N(C2=CC1)CC(=O)N[C@@H]([C@H](CC(=O)OC(C)(C)C)C)C)=O)(C)C)F